1-(7-fluoro-5-phenyl-6,7-dihydro-5H-pyrrolo[1,2-b][1,2,4]triazol-2-yl)-2-methyl-propan-1-one FC1CC(N2N=C(N=C21)C(C(C)C)=O)C2=CC=CC=C2